(5-((1-isopropyl-1H-benzo[d][1,2,3]triazol-6-yl)ethynyl)-8-(methylamino)-2,7-naphthyridin-3-yl)cyclopropanecarboxamide C(C)(C)N1N=NC2=C1C=C(C=C2)C#CC2=C1C=C(N=CC1=C(N=C2)NC)C2(CC2)C(=O)N